[1-Methyl-2-((1,2,2-trimethylbicyclo[3.1.0]hex-3-yl)methyl)cyclopropyl]methanol CC1(C(C1)CC1C(C2(CC2C1)C)(C)C)CO